(S)-(5-(pyrazin-2-yl)-1,3,4-oxadiazol-2-yl)(4-(4-(trifluoromethyl)pyrazolo[1,5-a]pyridin-2-yl)-6,7-dihydro-1H-imidazo[4,5-c]pyridin-5(4H)-yl)methanone N1=C(C=NC=C1)C1=NN=C(O1)C(=O)N1[C@@H](C2=C(CC1)NC=N2)C2=NN1C(C(=CC=C1)C(F)(F)F)=C2